CC1(N(CCOC1)C1=NC2=CC=C(C=C2C=C1)C=O)C 2-(3,3-dimethylmorpholin-4-yl)quinoline-6-carbaldehyde